3-chloro-N-(4-methoxyphenyl)-2-nitroaniline ClC=1C(=C(NC2=CC=C(C=C2)OC)C=CC1)[N+](=O)[O-]